heptane-2,6-diyl-dimethanol CC(CCCC(C)CO)CO